OC[C@]1(OC2=C(C1)C=C(C(=C2)N2CCOCC2)NC(=O)C2=CC=C1N2N=CC=C1)C |r| N-[rac-(2S)-2-(hydroxymethyl)-2-methyl-6-morpholino-3H-benzofuran-5-yl]pyrrolo[1,2-b]pyridazine-7-carboxamide